6-(isopropyl(methyl)amino)-2-(6-(4-isopropyl-5-((2-oxocyclopentyl)thio)-4H-1,2,4-triAzol-3-yl)pyridin-2-yl)-4-((methylamino)methyl)-2,3-dihydro-1H-pyrrolo[3,4-c]pyridin-1-one C(C)(C)N(C1=CC2=C(C(=N1)CNC)CN(C2=O)C2=NC(=CC=C2)C2=NN=C(N2C(C)C)SC2C(CCC2)=O)C